methyl (R)-2-((((9H-fluoren-9-yl)methoxy)carbonyl)(methyl)amino)-3-iodopropanoate C1=CC=CC=2C3=CC=CC=C3C(C12)COC(=O)N([C@H](C(=O)OC)CI)C